tert-butyl (S)-((1-(5-chloro-2-propoxyphenethyl)pyrrolidin-3-yl)methyl)carbamate ClC=1C=CC(=C(CCN2C[C@@H](CC2)CNC(OC(C)(C)C)=O)C1)OCCC